C1=NC=C(C2=CC=CC=C12)N1C(N(C2=CC=C(C=C2C1=O)C(F)(F)F)C)=O 3-(isoquinolin-4-yl)-1-methyl-6-(trifluoromethyl)quinazoline-2,4(1H,3H)-dione